FC(C1=CC=C(C=C1)C1=NN(C2=CC=CC=C12)C1C(COC1)NC(C=C)=O)(F)F N-(4-(3-(4-(trifluoromethyl)phenyl)-1H-indazol-1-yl)tetrahydrofuran-3-yl)acrylamide